2,2,4-trimethyl-1,3-pentanediol benzoate isobutyrate C(C(C)C)(=O)OC(C(COC(C1=CC=CC=C1)=O)(C)C)C(C)C